C(C)[C@]1(CCC=2C1=NC(=CC2)NC2=NC(=NC=C2C#N)NC2=CC(=C(C=C2)C2CCN(CC2)C)C)O |r| Racemic-4-((7-ethyl-7-hydroxy-6,7-dihydro-5H-cyclopenta[b]pyridin-2-yl)amino)-2-((3-methyl-4-(1-methylpiperidin-4-yl)phenyl)amino)pyrimidine-5-carbonitrile